2-amino-6-methylbenzoate NC1=C(C(=O)[O-])C(=CC=C1)C